1,3-bis(dimethylamino)-2,2-dimethylpropane CN(CC(CN(C)C)(C)C)C